C1(CC1)C=1N=CN(C1)C=1C(=CC(=C(C(=O)NC2=NC(=CC=C2)C2=NN=NN2C2(CC2)C)C1)F)C 5-(4-cyclopropyl-1H-imidazol-1-yl)-2-fluoro-N-(6-(1-(1-methylcyclopropyl)-1H-tetrazol-5-yl)pyridin-2-yl)-4-methylbenzamide